ClC1=CC2=CNN=C2C(=C1)N1CCOCC1 5-chloro-7-(morpholin-4-yl)-2H-indazole